methyl 2-chloro-1,3-thiazole-5-carboxylate ClC=1SC(=CN1)C(=O)OC